4-((4-(1-Isopropyl-3-methyl-7-(4-((4-(methylsulfonyl)piperidin-1-yl)methyl)phenyl)-2-oxo-1,2,3,6-tetrahydroimidazo[4,5-d]pyrrolo[2,3-b]pyridin-8-yl)-1H-pyrazol-1-yl)methyl)benzoic acid C(C)(C)N1C(N(C=2C1=C1C(=NC2)NC(=C1C=1C=NN(C1)CC1=CC=C(C(=O)O)C=C1)C1=CC=C(C=C1)CN1CCC(CC1)S(=O)(=O)C)C)=O